cis-3,4,5-trimethylpiperazin C[C@@H]1CNC[C@@H](N1C)C